1-(4-((5-([1,2,4]triazolo[1,5-a]pyridin-7-yl)-7H-pyrrolo[2,3-d]pyrimidin-2-yl)amino)piperidin-1-yl)ethan-1-one N=1C=NN2C1C=C(C=C2)C2=CNC=1N=C(N=CC12)NC1CCN(CC1)C(C)=O